(1R,5S)-6-[2-isopropyl-5-[3-(trifluoromethyl)phenyl]-1,2,4-triazol-3-yl]bicyclo[3.1.0]hexan-3-ol C(C)(C)N1N=C(N=C1C1[C@H]2CC(C[C@@H]12)O)C1=CC(=CC=C1)C(F)(F)F